1-bromo-2,5-difluoro-4-(trifluoromethyl)benzene Sodium [Na].BrC1=C(C=C(C(=C1)F)C(F)(F)F)F